4-Hydroxyspiro[4.4]nonan-1-one OC1CCC(C12CCCC2)=O